5-(8-((1R,2R)-2-(cyclopropylmethyl)cyclopropyl)imidazo[1,2-b]pyridazin-6-yl)pyrimidine-2,4(1H,3H)-dione C1(CC1)C[C@H]1[C@@H](C1)C=1C=2N(N=C(C1)C=1C(NC(NC1)=O)=O)C=CN2